methyl 5-bromo-1-[5-(3-methyltriazol-4-yl)-3-pyridyl]-6-oxo-pyridazine-3-carboxylate BrC1=CC(=NN(C1=O)C=1C=NC=C(C1)C=1N(N=NC1)C)C(=O)OC